CC(CCCCCCCCC)(NCCCCCCCC)C dimethyloctyldecylamine